NC=1C2=C(N=CN1)N(C(=C2C=2C=NC1=CC=CC=C1C2)C#C)C21CCC(CC2)(C1)NC(C1=CC=CC=C1)=O N-(4-(4-Amino-6-ethynyl-5-(quinolin-3-yl)-7H-pyrrolo[2,3-d]pyrimidin-7-yl)bicyclo-[2.2.1]heptan-1-yl)benzamide